5-Bromo-3,7,8,9,10,10a-hexahydro-2H-isochromeno[1,8-cd]azepine hydrochloride Cl.BrC=1C=C2CCOC3CNCCC(=C32)C1